2-(3,4-dimethylphenyl)-6-(1,1-dioxido-2,3-dihydrothiophen-3-yl)-7,8-dihydro-1,6-naphthyridin-5(6H)-one CC=1C=C(C=CC1C)C1=NC=2CCN(C(C2C=C1)=O)C1CS(C=C1)(=O)=O